tert-butyl-[3-(4-methyl-1H-pyrazol-1-yl) pyridin-2-yl] piperazine-1-carboxylate N1(CCNCC1)C(=O)OC1=NC=CC(=C1N1N=CC(=C1)C)C(C)(C)C